CN1C(=NC2=C(C=C(C=C2C1=O)C)C(C)NC1=C(C(=O)O)C=CC=C1)N1CC2(COC2)C1 2-[1-[3,6-dimethyl-2-(2-oxa-6-azaspiro[3.3]heptan-6-yl)-4-oxo-quinazolin-8-yl]ethylamino]benzoic acid